B(OC(C)C)(OC(C)C)OC(C)C tris(prop-2-yl) borate